6-(2,5-dihydroxybenzylamino)-9-β-D-arabinofuranosylpurine OC1=C(CNC2=C3N=CN(C3=NC=N2)[C@H]2[C@@H](O)[C@H](O)[C@H](O2)CO)C=C(C=C1)O